ClC1=CC=C(CN(C(C2=CC=CC=C2)=O)C)C=C1 N-(4-chlorobenzyl)-N-methylbenzamide